3-(4-((1S,4S,5R)-5-((5-cyclopropyl-3-(2,6-dichlorophenyl)isoxazol-4-yl)methoxy)-2-azabicyclo[2.2.1]heptan-2-yl)-3-fluorophenyl)butanoic acid C1(CC1)C1=C(C(=NO1)C1=C(C=CC=C1Cl)Cl)CO[C@H]1[C@@H]2CN([C@H](C1)C2)C2=C(C=C(C=C2)C(CC(=O)O)C)F